5-iodo-1,3-dihydro-indol-2-one IC=1C=C2CC(NC2=CC1)=O